FC(C(=O)O)(F)F.C1(CCC1)CC=1C=NN2C1N(C(C1=C2CNC(C1)C)=O)C1=CC=C(C(=O)NC)C=C1 4-(3-(cyclobutylmethyl)-7-methyl-5-oxo-6,7,8,9-tetrahydropyrazolo[1,5-a]pyrido[4,3-e]pyrimidin-4(5H)-yl)-N-methylbenzamide trifluoroacetic acid salt